(6-bromo-naphthalen-2-yl)-methanol BrC=1C=C2C=CC(=CC2=CC1)CO